lithium (S)-2-(benzyloxycarbonyl (methyl) amino)-3-phenylpropionate C(C1=CC=CC=C1)OC(=O)N([C@H](C(=O)[O-])CC1=CC=CC=C1)C.[Li+]